(R)-N-(5-(4-(2-Methoxyethoxy)-6-(3-methoxytetrahydrofuran-3-yl)pyridin-2-yl)-7-methylpyrrolo[1,2-c]pyrimidin-3-yl)acetamide COCCOC1=CC(=NC(=C1)[C@]1(COCC1)OC)C=1C=C(N2C=NC(=CC21)NC(C)=O)C